1-[6-[5-[(1R)-1-(3,5-dichloro-4-pyridyl)ethoxy]-1H-indazol-3-yl]pyridazin-3-yl]-3-methyl-azetidin-3-amine ClC=1C=NC=C(C1[C@@H](C)OC=1C=C2C(=NNC2=CC1)C1=CC=C(N=N1)N1CC(C1)(N)C)Cl